lauryl-di-n-propylaminopropyl-sulfuric acid C(CCCCCCCCCCC)C(CCOS(O)(=O)=O)N(CCC)CCC